C[C@H]1[C@@H]([C@H]([C@H]([C@@H](O1)O[C@H]2[C@H]([C@H](O[C@@H]([C@@H]2O)O)CO)O)O)O)O The molecule is a glycosylgalactose consisting of alpha-D-galactose having an alpha-L-rhamnosyl attached at the 3-position. It has a role as an epitope.